C(#N)C1=CC=C(C=C1)S(=O)(=O)NC1=C(C(=O)NC=2SC=C(N2)C2=CC=CC=C2)C=CC(=C1)C(F)(F)F 2-((4-cyanophenyl)sulfonamido)-N-(4-phenylthiazol-2-yl)-4-(trifluoromethyl)benzamide